C(#N)C1=CC=C(COC[C@@H]2CN([C@H](O2)C(F)(F)F)C2=CC(=C(C#N)C=C2)C(F)(F)F)C=C1 4-((2R,5S)-5-(((4-Cyanobenzyl)oxy)methyl)-2-(trifluoromethyl)oxazolidin-3-yl)-2-(trifluoromethyl)benzonitril